ClC1=CC2=C(S1)[C@]1(C[C@H](N([C@H](C1)C)C(C(F)(F)F)=O)C#C)OCC2(F)F 1-[(2'S,6'S,7S)-2-chloro-2'-ethynyl-4,4-difluoro-6'-methyl-spiro[5H-thieno[2,3-c]pyran-7,4'-piperidine]-1'-yl]-2,2,2-trifluoro-ethanone